4-(2,4-dimethoxyphenyl)-2-(4-fluorophenyl)-2,3-dihydro-1H-pyrrolo[3,4-c]pyridin-1-one COC1=C(C=CC(=C1)OC)C1=NC=CC2=C1CN(C2=O)C2=CC=C(C=C2)F